(S)- and (R)-2-((4-cyanophenethyl)amino)-N-(2-(1-methyl-1H-pyrazol-4-yl)pyrimidin-5-yl)-2-phenyl-acetamide C(#N)C1=CC=C(CCN[C@H](C(=O)NC=2C=NC(=NC2)C=2C=NN(C2)C)C2=CC=CC=C2)C=C1 |r|